monomethyldioleylammonium chloride [Cl-].C[NH+](CCCCCCCC\C=C/CCCCCCCC)CCCCCCCC\C=C/CCCCCCCC